[Cl-].[Cl-].C(C)(C)=[Zr+2](C1=CC(=CC=2C3=CC(=CC=C3CC12)C(C)(C)C)C(C)(C)C)C1C=C(C=C1C)C(C)(C)C isopropylidene(3-tert-butyl-5-methyl-cyclopentadienyl)(3,6-di-tert-butylfluorenyl)zirconium dichloride